FC1(C(C1)(C(=O)O)C)F 2,2-difluoro-1-methylcyclopropane-1-carboxylic acid